8-(1-hydroxyethyl)-6-methyl-2-(pyrrolidin-1-yl)quinoline-5-carbonitrile OC(C)C1=CC(=C(C=2C=CC(=NC12)N1CCCC1)C#N)C